C(C)(C)(C)[C@@H]1CC=2C=C3C(=NC2CC1)SC(=C3)C(=O)N[C@H](CC[NH+]3CC(C3)O)C3=CC=C(C=C3)C3=CNC(C=C3)=O |r| rac-(6S)-6-tert-butyl-N-[rac-(1R)-3-(3-hydroxyazetidin-1-ium-1-yl)-1-[4-(6-oxo-1H-pyridin-3-yl)phenyl]propyl]-5,6,7,8-tetrahydrothieno[2,3-b]quinoline-2-carboxamide